(1-(3-(2,6-bis(benzyloxy)pyridin-3-yl)-1-methyl-1H-indazol-7-yl)piperidin-4-yl)methyl methanesulfonate CS(=O)(=O)OCC1CCN(CC1)C=1C=CC=C2C(=NN(C12)C)C=1C(=NC(=CC1)OCC1=CC=CC=C1)OCC1=CC=CC=C1